1-methyl-N-(2-(1-methylpyrrolidin-2-yl)-1H-imidazo[4,5-c]pyridin-6-yl)-1H-indazole-5-carboxamide CN1N=CC2=CC(=CC=C12)C(=O)NC1=CC2=C(C=N1)N=C(N2)C2N(CCC2)C